C(C1=CC=CC=C1)OCCCN1N=C(C=C1C=1N=C(N(C1)C)C1=NC(=CC2=C1C=NN2C)C(=O)NCC2=C(C=C(C=C2)OC)OC)C 4-(4-{1-[3-(benzyloxy)propyl]-3-methyl-1H-pyrazol-5-yl}-1-methyl-1H-imidazol-2-yl)-N-[(2,4-dimethoxyphenyl)methyl]-1-methyl-1H-pyrazolo[4,3-c]pyridine-6-carboxamide